(2-(6-(2-ethyl-5-fluoro-4-hydroxyphenyl)-1H-indazol-3-yl)-4,6-dihydropyrrolo[3,4-d]Imidazol-5(1H)-yl)(5-(piperidin-1-yl)pyrazine-2-yl)methanone C(C)C1=C(C=C(C(=C1)O)F)C1=CC=C2C(=NNC2=C1)C1=NC2=C(N1)CN(C2)C(=O)C2=NC=C(N=C2)N2CCCCC2